The molecule is a benzoate ester resulting from the formal condensation of benzoic acid with the phenolic hydroxy group of 17beta-estradiol. It has a role as a xenoestrogen and an estrogen receptor agonist. It is a benzoate ester and a 17beta-hydroxy steroid. It derives from a 17beta-estradiol. C[C@]12CC[C@H]3[C@H]([C@@H]1CC[C@@H]2O)CCC4=C3C=CC(=C4)OC(=O)C5=CC=CC=C5